O[C@H](C)C1=NC=2C(=C3C(=NC2)NC=C3)N1N1CCC(CC1)CC#N (R)-2-(1-(2-(1-hydroxyethyl)-imidazo[4,5-d]pyrrolo[2,3-b]pyridine-1(6H)-yl)piperidin-4-yl)acetonitrile